C(C)(C)(C)S(=O)(=O)N1CC=2NN=C(C2C1)C(=O)N1CCC(CC1)C1=C(C=CC=C1)C(F)(F)F (5-(tert-butylsulfonyl)-1,4,5,6-tetrahydropyrrolo[3,4-c]pyrazol-3-yl)(4-(2-(trifluoromethyl)phenyl)piperidin-1-yl)methanone